ethyl 5-hydroxy-1-(5-(methylsulfonyl)pyridin-2-yl)-1H-pyrazole-4-carboxylate OC1=C(C=NN1C1=NC=C(C=C1)S(=O)(=O)C)C(=O)OCC